[Si](C)(C)(C(C)(C)C)OCC(COC1=C(C=CC(=C1F)F)[C@H]1[C@@H](O[C@]([C@H]1C)(C(F)(F)F)C)C(=O)NC1=CC=NC=C1)COC 4-((2R,3S,4S,5R)-3-(2-(3-((tert-butyldimethylsilyl)oxy)-2-(methoxymethyl)propoxy)-3,4-difluorophenyl)-4,5-dimethyl-5-(trifluoromethyl)tetrahydrofuran-2-carboxamido)pyridine